NCCCCNC(=S)N1C=CC2=C1N=CN=C2N(C)[C@H]2CN(CC[C@H]2C)C(CC#N)=O N-(4-aminobutyl)-4-(((3R,4R)-1-(2-cyanoacetyl)-4-methylpiperidin-3-yl)(methyl)amino)-7H-pyrrolo[2,3-d]pyrimidine-7-carbothioamide